ClC1=C(C=CC(=C1)C(F)(F)F)NC(=O)CN1C=2N(C(C(=C1CC)N1CCN(CC1)C(=O)OC(C)(C)C)=O)N=C(N2)C2=NC=C(C=N2)O tert-butyl 4-[4-({[2-chloro-4-(trifluoromethyl)phenyl]carbamoyl}methyl)-5-ethyl-2-(5-hydroxypyrimidin-2-yl)-7-oxo-[1,2,4]triazolo[1,5-a]pyrimidin-6-yl]piperazine-1-carboxylate